6-(5-amino-6-chloro-3-fluoropyridin-2-yl)-N2,N4-bis(1,1,1-trifluoroprop-2-yl)-1,3,5-triazine-2,4-diamine NC=1C=C(C(=NC1Cl)C1=NC(=NC(=N1)NC(C(F)(F)F)C)NC(C(F)(F)F)C)F